3-bromo-1-(4-(4-(methylsulfonyl)piperazin-1-yl)phenyl)-1H-pyrazol-5-amine BrC1=NN(C(=C1)N)C1=CC=C(C=C1)N1CCN(CC1)S(=O)(=O)C